NC=1C=CC2=C(C3=C(O2)C=C(C=C3)C#N)C1NC1=C(C=CC=C1C(C)C)C(C)C 8-amino-9-((2,6-diisopropylphenyl)amino)dibenzo[b,d]furan-3-carbonitrile